P(=O)(OC(C)(C)C)(OC(C)(C)C)OCP(N(C(C)C)C(C)C)OC(C)(C)C di-tert-butyl ((tert-butoxy (diisopropylamino) phosphanyl) methyl) phosphate